(5S)-5-{[(3S,4S)-3,4-Difluoropyrrolidin-1-yl]carbonyl}-2-(4-methylbenzyl)-5,6,7,8-tetrahydro[1,2,4]triazolo[4,3-a]pyridin-3(2H)-on F[C@H]1CN(C[C@@H]1F)C(=O)[C@@H]1CCCC=2N1C(N(N2)CC2=CC=C(C=C2)C)=O